FC(C1=C(C(=CC=C1)C(F)(F)F)C(C(=O)O)C)F 2-(difluoromethyl)-6-(trifluoromethyl)-phenylpropionic acid